dimethylsilylenebis(2-tert-butylindenyl)titanium dichloride [Cl-].[Cl-].C[Si](=[Ti+2](C1C(=CC2=CC=CC=C12)C(C)(C)C)C1C(=CC2=CC=CC=C12)C(C)(C)C)C